2-azido-N-(2-(2-((6-chlorohexyl)oxy)ethoxy)ethyl)acetamide N(=[N+]=[N-])CC(=O)NCCOCCOCCCCCCCl